(2R,6R)-1-isobutyryl-6-methyl-N-(4-(pyridin-2-yl)benzyl)piperazine-2-carboxamide C(C(C)C)(=O)N1[C@H](CNC[C@H]1C)C(=O)NCC1=CC=C(C=C1)C1=NC=CC=C1